[2-amino-4-(trifluoromethoxy)phenyl]-[4-[2-(1-methyl-4-piperidyl)-5H-pyrrolo[2,3-b]pyrazin-7-yl]-1-piperidyl]methanone NC1=C(C=CC(=C1)OC(F)(F)F)C(=O)N1CCC(CC1)C1=CNC2=NC=C(N=C21)C2CCN(CC2)C